Pyrrolo[2,3-b]Pyrazine-7-carbonitrile bis-HCl salt Cl.Cl.N1C=2C(=NC=C1)N=CC2C#N